4-(9-methyl-2-(2-(piperidin-3-yl)pyrimidin-4-yl)-8-(pyridin-4-yl)-9H-purin-6-yl)morpholine CN1C2=NC(=NC(=C2N=C1C1=CC=NC=C1)N1CCOCC1)C1=NC(=NC=C1)C1CNCCC1